12-(4,6-diphenyl-1,3,5-triazine-2-yl)-11-phenylindolo[2,3-a]carbazole C1(=CC=CC=C1)C1=NC(=NC(=N1)C1=CC=CC=C1)N1C=2C=CC=CC2C=2C1=C1N(C3=CC=CC=C3C1=CC2)C2=CC=CC=C2